C(C)(C)(C)OC(=O)N1CCC(=CC1)C=1C=C2C(=C(NC2=CC1)C1=CC(=C(C=C1)OC)OC)C(C)C 4-(2-(3,4-Dimethoxyphenyl)-3-isopropyl-1H-indol-5-yl)-3,6-dihydropyridine-1(2H)-carboxylic acid tert-butyl ester